C1=CC=CC=2C3=CC=CC=C3C(=CC12)C=1C=C(C=CC1)B(O)O (3-(phenanthren-9-yl)phenyl)boronic acid